Br/C(=C/C=1C=C2C=CC=NC2=C(C1)N1CCC(CC1)(F)F)/F 6-[(1E)-2-bromo-2-fluoroethenyl]-8-(4,4-difluoropiperidin-1-yl)quinoline